4-(methoxycarbonyl)-5-(2-(4-fluorophenyl)butanamido)-3-methylthiophene-2-carboxylic acid COC(=O)C=1C(=C(SC1NC(C(CC)C1=CC=C(C=C1)F)=O)C(=O)O)C